O=C1NC(CCC1N1C(C2=CC=CC(=C2C1=O)NCCCCCCCCCCNC(CC1=CC=CC=C1)=O)=O)=O N-(10-((2-(2,6-dioxopiperidin-3-yl)-1,3-dioxoisoindolin-4-yl)amino)decyl)-2-phenylacetamide